Diethyl (4-(6-amino-5-(3-(2,6-dimethylphenyl)propanamido)-2,4-dioxo-3-(prop-2-yn-1-yl)-3,4-dihydropyrimidin-1(2H)-yl)butyl)phosphonate NC1=C(C(N(C(N1CCCCP(OCC)(OCC)=O)=O)CC#C)=O)NC(CCC1=C(C=CC=C1C)C)=O